(S or R)-2'-chloro-5'-methoxy-6-methyl-N-(6-(1-(2,2,2-trifluoroethyl)pyrrolidin-3-yl)thiazolo[4,5-b]pyrazin-2-yl)-[4,4'-bipyridine]-3-carboxamide ClC1=NC=C(C(=C1)C1=C(C=NC(=C1)C)C(=O)NC=1SC=2C(=NC=C(N2)[C@@H]2CN(CC2)CC(F)(F)F)N1)OC |o1:25|